3-[2-(6-hydroxybenzo[1,3]dioxol-5-yl)-2H-benzotriazol-5-yl]propyl methacrylate C(C(=C)C)(=O)OCCCC1=CC=2C(=NN(N2)C2=CC3=C(OCO3)C=C2O)C=C1